OC1(CCN(CC1)C1=C2CCNC2=CC=C1)CC(=O)OCCCC butyl 2-(4-hydroxy-1-indolin-4-yl-4-piperidyl)acetate